N-(2-bromo-6-carbamoyl-4-chloro-phenyl)-5-(2,2-difluoroethoxy)-2-(2,2-difluoroethyl)pyrazole-3-carboxamide BrC1=C(C(=CC(=C1)Cl)C(N)=O)NC(=O)C=1N(N=C(C1)OCC(F)F)CC(F)F